3-(2-acryloyloxyethyl)oxetane C(C=C)(=O)OCCC1COC1